COC1=C(C=CC=C1OC)C1=CC=C(C=C1)C(=O)O 2',3'-dimethoxy-[1,1'-biphenyl]-4-carboxylic acid